C1(CCC1)C(CN(CC(=O)O)C(C#C)=O)C1=CC=CC=C1 2-[(2-Cyclobutyl-2-phenyl-ethyl)-prop-2-ynoyl-amino]acetic acid